(S)-6-methyl-4-(2,6,8-trichloro-9-methyl-9H-pyrido[4',3':4,5]pyrrolo[2,3-d]pyrimidin-4-yl)-1,4-oxazepan-6-ol C[C@@]1(CN(CCOC1)C=1C2=C(N=C(N1)Cl)N(C1=C2C=C(N=C1Cl)Cl)C)O